deoxy-2',2'-difluoro cytidine-3'-carbonate C(O)(=O)O[C@H]1C([C@@H](O[C@@H]1CO)N1C(=O)N=C(N)C=C1)(F)F